C[C@H]1CCNCCOC2=CC(=CC(C3=NNC4=CC=C(O1)C=C34)=C2)N2CCOCC2 (13S)-13-methyl-4-(morpholin-4-yl)-7,14-dioxa-10,19,20-triazatetracyclo[13.5.2.12,6.018,21]tricosa-1(20),2(23),3,5,15,17,21-heptaene